C(C)(C)(C)OC(=O)N1[C@H]2CN(C[C@@H]1CC2)C=2C1=C(N=C(N2)S(=O)C)C(=C(N2C1=NCC2)Cl)F (1R,5S)-3-(5-chloro-6-fluoro-8-(methylsulfinyl)-2,3-dihydroimidazo[1',2':1,2]pyrido[4,3-d]pyrimidin-10-yl)-3,8-diazabicyclo[3.2.1]octane-8-carboxylic acid tert-butyl ester